BrC1=CC=C2C(=CNC2=C1C1=NC=CN=C1)S(=O)(=O)Cl 6-bromo-7-pyrazin-2-yl-1H-indole-3-sulfonyl chloride